C(C)C1=C(C2=C(N=N1)NC=N2)C2=CC(=C(C=C2)F)B2OC(C(O2)(C)C)(C)C ethyl-4-(4-fluoro-3-(4,4,5,5-tetramethyl-1,3,2-dioxaborolan-2-yl)phenyl)-7H-imidazo[4,5-c]pyridazine